C=1N=CN2C1C1=CC=CC=C1[C@@H]2[C@@H]2[C@H](CC2(C)C)O (1S,2R)-2-((S)-5H-imidazo[5,1-a]isoindol-5-yl)-3,3-dimethylcyclobutan-1-ol